tert-butyl(2-(3-(4-(((2S*,4R*)-2-methyl-1-propionyl-1,2,3,4-tetrahydroquinolin-4-yl)amino)phenyl)ureido)ethyl)carbamate C(C)(C)(C)OC(NCCNC(=O)NC1=CC=C(C=C1)N[C@@H]1C[C@@H](N(C2=CC=CC=C12)C(CC)=O)C)=O |o1:20,22|